[C@H]12CN(C[C@H](CC1)N2)C2=NC(=NC1=C(C(=C(C=C21)Cl)C2=CC=CC=1[Se]C(=C(C12)C#N)N)F)OCC1(CC1)CN(C)C 4-((R)-4-((1R,5S)-3,8-diazabicyclo[3.2.1]oct-3-yl)-6-chloro-2-((1-((dimethylamino)methyl)cyclopropyl)methoxy)-8-fluoroquinazolin-7-yl)-2-aminobenzo[b]selenophene-3-carbonitrile